O1CCC(CC1)C1=CC(=NC2=CC(=CC=C12)C(=O)OC)C1=CC=C(C=C1)C(F)(F)F methyl 4-(tetrahydro-2H-pyran-4-yl)-2-(4-(trifluoromethyl)phenyl)quinoline-7-carboxylate